CC(CC(C=1N=NNN1)NC1=NC=CC=N1)C [3-methyl-1-(2H-tetraazol-5-yl)butyl]-2-pyrimidinylamine